1-(2,6-difluorobenzyl)-4-(2-((1,1-difluoropropan-2-yl)amino)ethyl)-3-(trifluoromethyl)-1H-pyrazole-5-carboxylic acid FC1=C(CN2N=C(C(=C2C(=O)O)CCNC(C(F)F)C)C(F)(F)F)C(=CC=C1)F